1-methyl-2-oxo-4-{4-[3-(pyridin-3-yl)-1,2,4-oxadiazol-5-yl]piperidin-1-yl}-1,2-dihydroquinoline-3-carboxamide CN1C(C(=C(C2=CC=CC=C12)N1CCC(CC1)C1=NC(=NO1)C=1C=NC=CC1)C(=O)N)=O